CN1N=CN=C1CCN1N=C(C=C1)C1=C2C=C(N=CC2=C(N=C1)NC)NC(=O)C1CC1 N-(5-(1-(2-(1-methyl-1H-1,2,4-triazol-5-yl)ethyl)-1H-pyrazol-3-yl)-8-(methylamino)-2,7-naphthyridin-3-yl)cyclopropanecarboxamide